C(C1=CC=CC=C1)OC1=CC=C(C=N1)[C@@H]1OCC[C@@H](C1)C=1N=C(C2=C(N1)N=C(C(=C2)Br)C)C21CC(C2)(C1)C(F)(F)F 2-[(2R,4S)-2-(6-benzyloxy-3-pyridyl)tetrahydropyran-4-yl]-6-bromo-7-methyl-4-[3-(trifluoromethyl)-1-bicyclo[1.1.1]pentanyl]pyrido[2,3-d]pyrimidine